4,4'-diamino-3,3'-dimethylbinaphthyl NC1=C(C=C(C2=CC=CC=C12)C1=CC(=C(C2=CC=CC=C12)N)C)C